(E)-3-(3-(4-fluorophenyl)-1-isopropyl-7-methyl-1H-indol-5-yl)acrylaldehyde FC1=CC=C(C=C1)C1=CN(C2=C(C=C(C=C12)/C=C/C=O)C)C(C)C